NC1=C(C=2C(=NC(=C(C2)C)C)N1C1=C(C(=CC=C1C)O)C)C(=O)N (S)-2-amino-1-(3-hydroxy-2,6-dimethyl-phenyl)-5,6-dimethyl-pyrrolo[2,3-b]pyridine-3-carboxamide